FC1=C(C(=CC=C1)F)C1=CC(=CC=C1)NC1=NC=NC2=CC(=C(C=C12)NC(C=C)=O)OCCCN1CCN(CC1)CC(F)(F)F N-(4-((2',6'-difluoro-[1,1'-biphenyl]-3-yl)amino)-7-(3-(4-(2,2,2-trifluoroethyl)piperazin-1-yl)propoxy)quinazolin-6-yl)acrylamide